C1(CC1)C(=O)NC1=NC=C(C(=O)NC([2H])([2H])[2H])C(=C1)NC1=CC(=CC=2C=3C(CN(C12)C)=CN(N3)C([2H])([2H])[2H])F 6-(cyclopropanecarboxamido)-4-((8-fluoro-5-methyl-(methyl-d3)-4,5-dihydro-2H-pyrazolo[4,3-c]quinolin-6-yl)amino)-N-(methyl-d3)nicotinamide